Cl.Cl.Cl monohydrochloride, dihydrochloride